N-(3,3-difluorocyclobutyl)-5-(4-fluoro-1-isopropyl-2-methyl-1H-benzo[d]imidazol-6-yl)pyrrolo[2,1-f][1,2,4]triazin-2-amine FC1(CC(C1)NC1=NN2C(C=N1)=C(C=C2)C=2C=C(C1=C(N(C(=N1)C)C(C)C)C2)F)F